1-(2-chloro-4-(4,4,5,5-tetramethyl-1,3,2-dioxaborolan-2-yl)phenyl)-4-methylpiperazine ClC1=C(C=CC(=C1)B1OC(C(O1)(C)C)(C)C)N1CCN(CC1)C